2-cyano-(vinyl-naphthalene) C(#N)C1=C(C2=CC=CC=C2C=C1)C=C